C(C)(C)(C)OC(=O)N1CCC(CC1)N1C(NC2=C1C=CC=C2O)=O 4-(4-hydroxy-2-oxo-2,3-dihydro-1H-1,3-benzodiazol-1-yl)piperidine-1-carboxylic acid tert-butyl ester